tert-butyl (R)-(2-morpholino-1-(4-(4,4,5,5-tetramethyl-1,3,2-dioxaborolan-2-yl)phenyl)ethyl)carbamate O1CCN(CC1)C[C@@H](C1=CC=C(C=C1)B1OC(C(O1)(C)C)(C)C)NC(OC(C)(C)C)=O